(S)-3-(4-(2-amino-3-(2-chlorophenyl)propanamido)phenyl)-2,4-dimethylpyridine N[C@H](C(=O)NC1=CC=C(C=C1)C=1C(=NC=CC1C)C)CC1=C(C=CC=C1)Cl